(1R,3S)-cyclohexane-1,3-dicarboxylic acid diethyl ester C(C)OC(=O)[C@H]1C[C@H](CCC1)C(=O)OCC